CC(CC)CCC=C(C)C 3,7-dimethyloct-6-en